OC1C(OC2=CC(=CC(=C2C1=O)O)O)C1=CC(=CC(=C1)O)O 3,3',5,5',7-pentahydroxyflavanone